methyl 7-bromo-5-iodo-1H-benzo[d]imidazole-4-carboxylate BrC1=CC(=C(C2=C1NC=N2)C(=O)OC)I